4-(7-(difluoromethyl)-6-(1-methyl-1H-pyrazol-4-yl)-3,4-dihydroquinolin-1(2H)-yl)-N-methyl-6-(1-(vinylsulfonyl)piperidin-4-yl)isoindoline-2-carboxamide FC(C1=C(C=C2CCCN(C2=C1)C1=C2CN(CC2=CC(=C1)C1CCN(CC1)S(=O)(=O)C=C)C(=O)NC)C=1C=NN(C1)C)F